(Z)-Dimethyl 2-(3-(dimethylamino)propyl)-2-(octadec-9-en-1-yl)malonate CN(CCCC(C(=O)OC)(C(=O)OC)CCCCCCCC\C=C/CCCCCCCC)C